C(C=C)(=O)OC1=CC2=CC=CC=C2C(=C1)C1=CC=2N=C(N=C(C2C=N1)N1CCN(CC1)C(C=C)=O)OC[C@H]1N(CCC1)C [4-[2-[[(2S)-1-methylpyrrolidin-2-yl] methoxy]-4-(4-prop-2-enoylpiperazin-1-yl)pyrido[4,3-d]pyrimidin-7-yl]-2-naphthyl] prop-2-enoate